dithio-malonic anhydride C1(CC(=S)O1)=S